ClC1=NC2=CC(=C(C=C2C(=N1)N1CC=2C=C(C=NC2CC1)C=1C=NC(=CC1)C)F)Cl 2,7-dichloro-6-fluoro-4-[3-(6-methyl-3-pyridyl)-7,8-dihydro-5H-1,6-naphthyridin-6-yl]quinazoline